C1(=CC=CC=C1)C1=CC=C(N=N1)NC12CC3(CC(CC(C1)C3)C2)C2=NC3=C(N2)C=C(C=C3)C(F)(F)F 6-Phenyl-N-{3-[6-(trifluoromethyl)-1H-benzo[d]imidazol-2-yl]adamantan-1-yl}pyridazin-3-amine